(1R,3R,4R)-N-[(1S)-1-cyano-2-[(3S)-2-oxo-3-piperidyl]ethyl]-5,5-difluoro-2-[(2S)-4-methyl-2-[(2,2,2-trifluoroacetyl)amino]pentanoyl]-2-azabicyclo[2.2.2]octane-3-carboxamide C(#N)[C@H](C[C@H]1C(NCCC1)=O)NC(=O)[C@@H]1N([C@H]2CC([C@@H]1CC2)(F)F)C([C@H](CC(C)C)NC(C(F)(F)F)=O)=O